(E)-ethyl 3-(3-methyl-3H-[1,2,3]triazolo[4,5-c]pyridin-6-yl)acrylate CN1N=NC2=C1C=NC(=C2)/C=C/C(=O)OCC